C(CCC(=O)O)(=O)O.CC(CO)(CO)C 2,2-dimethyl-1,3-propanediol succinate